FC1=CC=CC2=C1N=C(S2)[C@H]2N(CCC1=C2N=CN1)C(=O)C=1OC(=NN1)C1=NC=CC(=C1)C(F)(F)F (S)-(4-(4-fluorobenzo[d]thiazol-2-yl)-6,7-dihydro-1H-imidazo[4,5-c]pyridin-5(4H)-yl)(5-(4-(trifluoromethyl)pyridin-2-yl)-1,3,4-oxadiazol-2-yl)methanone